[Co].ClC=1C(=C(C(=NC1C=1OC=C(N1)C(C)C)C=1OC=C(N1)C(C)C)Cl)Cl dichloro[2,6-bis[4-(R)-isopropyl-2-oxazolyl]-4-chloropyridine] cobalt